ethyl (S)-3-((tert-butoxycarbonyl)amino)-3-(4'-((dimethylamino)methyl)-4-fluoro-2',5,6'-trimethyl-[1,1'-biphenyl]-3-yl)propanoate C(C)(C)(C)OC(=O)N[C@@H](CC(=O)OCC)C=1C=C(C=C(C1F)C)C1=C(C=C(C=C1C)CN(C)C)C